ClC1=NN=C(C2=CC=CC=C12)C=1C=CC=2N(C3=CC=CC=C3C2C1)C1=CC=CC=C1 3-(4-chlorophthalazin-1-yl)-9-phenyl-9H-carbazole